C(CCC)P(C1=CC=CC=C1)=O butyl-(phenyl)phosphine oxide